OC1CC=C(CC1O)C(=O)O 4,5-dihydroxycyclohex-1-enecarboxylic acid